BrC1=C(C=CC=C1F)OCC(OCC)OCC 2-bromo-1-(2,2-diethoxyethoxy)-3-fluorobenzene